NC1=CC(=CC=2N(C(N(C21)C)=O)C)Br 4-amino-6-bromo-1,3-dimethyl-1,3-dihydro-2H-benzo[d]imidazol-2-one